4-((tert-butoxycarbonyl)amino)-6-chloro-1H-pyrazolo[3,4-d]pyrimidine C(C)(C)(C)OC(=O)NC1=C2C(=NC(=N1)Cl)NN=C2